(2R,3S,4R,5R)-N-{4-[2,5-dichloro-4-({1-[4-(2-cyclopropoxyphenyl)pyridin-3-yl]cyclopropoxy}methyl)phenyl]butyl}-2,3,4,5,6-pentahydroxy-N-(4-hydroxybutyl)hexanamide ClC1=C(C=C(C(=C1)COC1(CC1)C=1C=NC=CC1C1=C(C=CC=C1)OC1CC1)Cl)CCCCN(C([C@@H]([C@H]([C@@H]([C@@H](CO)O)O)O)O)=O)CCCCO